1-((2-(4-(2-((4-chlorophenyl)amino)-2-oxoacetamido)-1-azaspiro[5.5]undecan-1-yl)ethyl)amino)-5-guanidino-1-oxopentan-2-yl-4-(hexadecylamino)-4-oxobutanoate ClC1=CC=C(C=C1)NC(C(=O)NC1CCN(C2(C1)CCCCC2)CCNC(C(CCCNC(=N)N)OC(CCC(=O)NCCCCCCCCCCCCCCCC)=O)=O)=O